ethyl isononanoate C(CCCCCC(C)C)(=O)OCC